nickel-cobalt oxyhydroxide O(O)O.[Co].[Ni]